C(C)C=1N=COC1 4-ethyl-1,3-oxazol